N1[C@@H](CNCC1)C(=O)[O-] (S)-2-piperazinecarboxylate